BrC1=CC(=C(C=N1)O)O 6-Bromopyridine-3,4-diol